C1(CCC1)OC1=CC=2N(C=C1C(=O)NC1=NN(C=C1)CC)C=C(N2)C21COC(C2)(C1)C 7-Cyclobutoxy-N-(1-ethyl-1H-pyrazol-3-yl)-2-(1-methyl-2-oxabicyclo[2.1.1]hexan-4-yl)imidazo[1,2-a]pyridine-6-carboxamide